CC(C=CCCCCC=O)=O non-3-en-2,9-dion